FC1(CCN(CCC1)C1=C(C(=O)NC=2C=C(C=CC2)[S@](=O)(C)=NC(CNC(OC(C)(C)C)=O)=O)C(=C(C=N1)C=1C=NN(C1)C)C)F tert-butyl (R)-(2-(((3-(2-(4,4-difluoroazepan-1-yl)-4-methyl-5-(1-methyl-1H-pyrazol-4-yl)nicotinamido)phenyl)(methyl)(oxo)-λ6-sulfaneylidene)amino)-2-oxoethyl)carbamate